NC=1C=2N(C=CN1)C(=NC2C2=CC(=C(C=C2)NC(=O)NC2=CC(=NN2C2=CC=C(C=C2)OC)C(C)(C)C)F)C2CC2 1-(4-(8-amino-3-cyclopropylimidazo[1,5-a]pyrazin-1-yl)-2-fluorophenyl)-3-(3-(tert-butyl)-1-(4-methoxyphenyl)-1H-pyrazol-5-yl)urea